NCCNCCC(=O)[O-] N-(2-aminoethyl)-β-alaninat